1-(tert-butyl) 2,2-diethyl (R)-5-(2-bromo-4-chloro-5-(3-methoxypropoxy)phenyl)pyrrolidine-1,2,2-tricarboxylate BrC1=C(C=C(C(=C1)Cl)OCCCOC)[C@H]1CCC(N1C(=O)OC(C)(C)C)(C(=O)OCC)C(=O)OCC